3-((1s,3s)-3-methyl-1-(4-methyl-4H-1,2,4-triazol-3-yl)cyclobutyl)aniline ((1R,2S,3R,4S)-bicyclo[2.2.1]hept-5-ene-2,3-diyl)bis(methylene)diacetate [C@H]12[C@@H]([C@@H]([C@H](C=C1)C2)CCC(=O)O)CCC(=O)O.CC2CC(C2)(C2=NN=CN2C)C=2C=C(N)C=CC2